sodium di(β-hydroxyethyl)dithiocarbamate OCCN(C([S-])=S)CCO.[Na+]